FC=1C=C(C=CC1F)C1=NC(=NO1)CC(=O)N[C@@H]([C@@H](C(=O)NCC=1SC=CN1)O)CC1=CC=CC=C1 (2S,3R)-3-(2-(5-(3,4-difluorophenyl)-1,2,4-oxadiazol-3-yl)acetylamino)-2-hydroxyl-4-phenyl-N-(thiazole-2-ylmethyl)butyramide